tert-butyl-[(1,1-dioxo-1,2-thiazolidin-5-yl)methoxy]-diphenyl-silane C(C)(C)(C)[Si](C1=CC=CC=C1)(C1=CC=CC=C1)OCC1CCNS1(=O)=O